[Co].FC1=C(C(=C(C(=C1C=1C2=CC=C(N2)C(=C2C=CC(C(=C3C=CC(=C(C=4C=CC1N4)C4=C(C(=C(C(=C4F)F)F)F)F)N3)C3=C(C(=C(C(=C3F)F)F)F)F)=N2)C2=C(C(=C(C(=C2F)F)F)F)F)F)F)F)F 5,10,15,20-tetrakis(pentafluorophenyl)porphyrin cobalt